C1(=CC=CC=C1)C1=CC=C(O1)C=1C(C2=CC(=C(C(=C2C1)C1=CC=CC=C1)C)C)[Zr] [2-(5-phenyl-2-furyl)-4-phenyl-5,6-dimethyl-1-indenyl]zirconium